2-(9H-carbazol-2-yl)-N-(1-(3-fluorophenyl)-2-hydroxyethyl)acetamide C1=C(C=CC=2C3=CC=CC=C3NC12)CC(=O)NC(CO)C1=CC(=CC=C1)F